4-((1S,4S,5R)-5-((5-cyclopropyl-3-(2,6-dichlorophenyl)isoxazol-4-yl)methoxy)-2-azabicyclo[2.2.1]heptan-2-yl)-3-(trifluoromethyl)benzoic acid C1(CC1)C1=C(C(=NO1)C1=C(C=CC=C1Cl)Cl)CO[C@H]1[C@@H]2CN([C@H](C1)C2)C2=C(C=C(C(=O)O)C=C2)C(F)(F)F